(R)-N-((1-((5-Chloro-1-methyl-3-(5-methylisoxazol-3-yl)-1H-pyrazol-4-yl)methyl)pyrrolidin-3-yl)methyl)-2-phenylethanamine ClC1=C(C(=NN1C)C1=NOC(=C1)C)CN1C[C@H](CC1)CNCCC1=CC=CC=C1